N-tert-butyl-3-[[2-(5-chloro-2-hydroxy-phenyl)acetyl]amino]-4-methoxy-benzamide C(C)(C)(C)NC(C1=CC(=C(C=C1)OC)NC(CC1=C(C=CC(=C1)Cl)O)=O)=O